[32-methyl-20-oxo-13-oxa-8,9,10,21-tetrazahexacyclo[19.5.3.216,19.13,7.06,10.024,28]dotriaconta-1(26),3(32),4,6,8,16,18,24,27,30-decaen-2-yl]acetic acid CC=1C2=C3C=CC1C(C1=CC=C4CCN(C(C5=CC=C(CCOCCN3N=N2)C=C5)=O)CC4=C1)CC(=O)O